10-(2-sulfanylethyl)-1,4,7,10-tetraazacyclododecane-1,4,7-triacetic acid SCCN1CCN(CCN(CCN(CC1)CC(=O)O)CC(=O)O)CC(=O)O